Cl.C1(CCC1)N1C[C@@H](CCC1)N (R)-1-cyclobutylpiperidin-3-amine hydrochloride